3,3-dimethyl-7-[(oxan-4-ylamino)methyl]-N-{3-[(1s,3s)-3-(cyanomethyl)-1-(4-methyl-1,2,4-triazol-3-yl)cyclobutyl]phenyl}-1H,2H-pyrrolo[3,2-b]pyridine-5-carboxamide CC1(CNC=2C1=NC(=CC2CNC2CCOCC2)C(=O)NC2=CC(=CC=C2)C2(CC(C2)CC#N)C2=NN=CN2C)C